N1=C(C=CC=C1)SSC1C(CCC1)O 2-(pyridin-2-yldisulfaneyl)cyclopentan-1-ol